2-benzylamino-3-(4-methoxyphenyl)propionic acid C(C1=CC=CC=C1)NC(C(=O)O)CC1=CC=C(C=C1)OC